C1(CC1)C=1N=CN(C1)C1=C2C=C(NC2=CC=C1)C(=O)O 4-(4-cyclopropyl-1H-imidazol-1-yl)-1H-indole-2-carboxylic acid